([1,2,4]triazolo[4,3-a]pyridin-6-ylamino)pyrazine-2-carboxylate N=1N=CN2C1C=CC(=C2)NC=2C(=NC=CN2)C(=O)[O-]